[1-(2,2-Difluoroethyl)pyrazol-3-yl]-[2-(5-isopropyl-1H-pyrazole-3-carbonyl)-2,6-diazaspiro[3.3]heptan-6-yl]methanone FC(CN1N=C(C=C1)C(=O)N1CC2(CN(C2)C(=O)C2=NNC(=C2)C(C)C)C1)F